(5-ethyl-2-(3-fluoropiperidin-1-yl)-7-oxo-6-(piperazin-1-yl)-[1,2,4]triazolo[1,5-a]pyrimidin-4(7H)-yl)-N-(2-methyl-4-(trifluoromethyl)phenyl)acetamide C(C)C=1N(C=2N(C(C1N1CCNCC1)=O)N=C(N2)N2CC(CCC2)F)CC(=O)NC2=C(C=C(C=C2)C(F)(F)F)C